C(C)(C)(C)OC(=O)N1CCN(CC1)C[B-](F)(F)F.[K+] potassium ((4-(tert-butoxycarbonyl)piperazin-1-yl)methyl)trifluoroborate